[I-].ClC1=C(C(=O)N(C)CCN2CC[N+](CC2)(C)C)C=CC(=C1)NC=1C=2N(C=CN1)C(=CN2)C2=C(C(=C(C=C2)OCC#N)F)F 2-Chloro-4-[[3-[4-(cyanomethoxy)-2,3-difluoro-phenyl]imidazo[1,2-a]pyrazin-8-yl]amino]-N-[2-(4,4-dimethylpiperazin-4-ium-1-yl)ethyl]-N-methyl-benzamide iodide